OC1=C2CC=C(OC2=CC(=C1)O)C1=CC=C(C=C1)O 5,7-dihydroxyl-2-(4-hydroxyphenyl)-4H-chromene